ClC1=CC=C(C=C1)C1=N[C@H](C=2N(C3=C1C(=C(S3)C)C)C(=NN2)C)CC(=O)NC2=CC=C(OCCOCCOCCNC(OC(C)(C)C)=O)C=C2 tert-butyl (S)-(2-(2-(2-(4-(2-(4-(4-chlorophenyl)-2,3,9-trimethyl-6H-thieno[3,2-f][1,2,4]triazolo[4,3-a][1,4]diazepin-6-yl)acetamido)phenoxy)ethoxy)ethoxy)ethyl)carbamate